BrC1=CC=C(OCCN)C=C1 2-(4-bromophenoxy)ethane-1-amine